C[N+]1(CC=CC=C1)C N,N-dimethylpyridinium